4-phenyl-1,5-dihydro-2H-pyrrol-2-one C1(=CC=CC=C1)C1=CC(NC1)=O